5-(6-(4-(tert-butoxycarbonyl)piperazin-1-yl)pyridin-3-yl)-3-(ethyl(tetrahydro-2H-pyran-4-yl)amino)-2-methylbenzoic acid C(C)(C)(C)OC(=O)N1CCN(CC1)C1=CC=C(C=N1)C=1C=C(C(=C(C(=O)O)C1)C)N(C1CCOCC1)CC